COC([C@@H](CC(C)([N+](=O)[O-])C)C)=O |r| racemic-methyl-2,4-dimethyl-4-nitro-pentanoate